C(C(C)C)(=O)OOCCCC Butyl Peroxyisobutyrate